O=C1NC(CCC1N1C(N(C2=C1C=CC=C2C#CCOCC(CN(C(OC(C)(C)C)=O)C)(F)F)C)=O)=O 1-Tert-butyl (3-((3-(1-(2,6-dioxopiperidin-3-yl)-3-methyl-2-oxo-2,3-dihydro-1H-benzo[d]imidazol-4-yl)prop-2-yn-1-yl)oxy)-2,2-difluoropropyl)(methyl)carbamate